FC1=C(C=CC=C1)C1=CC=C(C=C1)CCCNC(=O)C1=NNC2=CC=CC=C12 N-(3-(2'-fluoro-[1,1'-biphenyl]-4-yl)propyl)-1H-indazole-3-carboxamide